OC=1C=CC=C2C=CC(=NC12)C=O 8-hydroxyquinolinAl